C1(CCC1)COC1=CC=C(C=C1)NC1=NC=C(C(=N1)NC=1C=CC2=C(NC(O2)=O)C1)C 5-[2-(4-Cyclobutylmethoxy-phenylamino)-5-methyl-pyrimidin-4-ylamino]-3H-benzooxazol-2-one